tert-butyl (2S)-1-[5-(4,4,5,5-tetramethyl-1,3,2-dioxaborolan-2-yl) pyridine-2-carbonyl]pyrrolidine-2-carboxylate CC1(OB(OC1(C)C)C=1C=CC(=NC1)C(=O)N1[C@@H](CCC1)C(=O)OC(C)(C)C)C